3-Cyclohexylmethoxy-1,2-propanediol C1(CCCCC1)COCC(CO)O